BrC=1NC2=CC=CC=3C4C=C(CN([C@@H]4CC1C32)C)C(=O)N(CC)CC (6aR)-5-bromo-N,N-diethyl-7-methyl-4,6,6a,7,8,10a-hexahydroindolo[4,3-fg]quinoline-9-carboxamide